BrC1=CC2=C(N(N=N2)C2OCCCC2)C=C1 5-bromo-1-(tetrahydro-2H-pyran-2-yl)-1H-benzo[d][1,2,3]triazole